Tetraethylammonium fluorid Ethyl-3-(2,4-dihydroxy-6-methylpyrimidin-5-yl)propanoate C(C)OC(CCC=1C(=NC(=NC1C)O)O)=O.[F-].C(C)[N+](CC)(CC)CC